BrC1=C(COC2=NOC(=C2)C(C(=O)O)C(C)C)C=CC=C1 2-(3-((2-bromobenzyl)oxy)isoxazol-5-yl)-3-methylbutanoic acid